C(C1=CC=CC=C1)N(C1=C(C=NC=2N1N=C(C2C(=O)[O-])C)C2=CC=CC=C2)CC2=CC=CC=C2 7-(dibenzylamino)-2-methyl-6-phenylpyrazolo[1,5-a]pyrimidin-3-carboxylate